(2R,3S,3a'S,4R,6'R,7a'S)-6'-(tert-butyl)-2',4',5-trioxohexahydro-4'H,6'H-spiro[furan-3,8'-[3a,6]methanofuro[3,2-c]pyran]-2,4-diyl bis(4-(((tert-butoxycarbonyl) amino) methyl) benzoate) C(C)(C)(C)OC(=O)NCC1=CC=C(C(=O)O[C@@H]2OC([C@@H]([C@]23[C@]24C(O[C@]3(C[C@@H]2OC(C4)=O)C(C)(C)C)=O)OC(C4=CC=C(C=C4)CNC(=O)OC(C)(C)C)=O)=O)C=C1